COC=1C=C(C=C2CN(C(C12)=O)C1C(NC(CC1)=O)=O)B1OC(C(O1)(C)C)(C)C 3-(7-methoxy-1-oxo-5-(4,4,5,5-tetramethyl-1,3,2-dioxaborolan-2-yl)isoindolin-2-yl)piperidine-2,6-dione